methyl 4-(2-methyl-1-oxoisoindolin-5-yl)-[1,2,4]triazolo[4,3-a]quinoxaline-7-carboxylate CN1C(C2=CC=C(C=C2C1)C=1C=2N(C3=CC=C(C=C3N1)C(=O)OC)C=NN2)=O